Trans-(7SR,9SR)-7,9-diamino-3-chloro-N-isobutyl-8,9-dihydro-7H-cyclopenta[h]isoquinoline-5-sulfonamide N[C@H]1C[C@@H](C2=C1C=C(C=1C=C(N=CC21)Cl)S(=O)(=O)NCC(C)C)N |r|